FC=1C=C(C=C(C1)F)[C@H]1N(OCC1)C(=O)[C@@H]1C[C@H](C1)NC1=NC=CC(=N1)C(=O)N trans-2-((3-((S)-3-(3,5-difluorophenyl)isoxazolidine-2-carbonyl)cyclobutyl)amino)pyrimidine-4-carboxamide